7-(3-Hydroxypropyl)-1-(2-morpholinoethyl)-3,4-dihydroquinolin-2(1H)-one OCCCC1=CC=C2CCC(N(C2=C1)CCN1CCOCC1)=O